OC(C)(CCCC(C)C)[C@H]1CC[C@H]2[C@@H]3CC=C4C[C@H](CC[C@@]4([C@H]3CC[C@]12C)C)O (3S,8S,9S,10R,13S,14S,17S)-17-(2-Hydroxy-6-methylheptan-2-yl)-10,13-dimethyl-2,3,4,7,8,9,10,11,12,13,14,15,16,17-tetradecahydro-1H-cyclopenta[a]phenanthren-3-ol